NC1=C2N=C(N(C2=NC=N1)CCCNS(=O)(=O)C(C)(C)C)SC1=CC2=C(CCO2)C=C1I 2-Methyl-propane-2-sulfonic acid {3-[6-amino-8-(5-iodo-2,3-dihydro-benzofuran-6-ylsulfanyl)-purin-9-yl]-propyl}-amide